C1(CC1)NC1=CC=2N(C=C1)C=C(N2)C2=CC=C(C=C2)OCF Cyclopropyl-[2-(4-fluoromethoxy-phenyl)-imidazo[1,2-a]pyridin-7-yl]-amine